1-[4-(1(R),2(S),3(R),4-tetrahydroxybutyl)-1H-imidazol-2-yl]-ethanone O[C@@H]([C@@H]([C@@H](CO)O)O)C=1N=C(NC1)C(C)=O